1,1,3,3-tetramethyl-1,3-diallyldisiloxane C[Si](O[Si](CC=C)(C)C)(CC=C)C